S1N(N=CC=C1)C(=O)N thiadiazine-N(2)-amide